P(=O)(OCCCCCCCCCCCC)([O-])[O-] mono(n-dodecyl) phosphate